O[C@@H]1[C@H](O[C@@H](C[C@@]12CO2)CC(=O)OC)\C=C\I methyl 2-((3R,5S,7R,8R)-8-hydroxy-7-((E)-2-iodovinyl)-1,6-dioxaspiro[2.5]octan-5-yl)acetate